N-(2-(4-(azidomethyl)piperidin-1-yl)ethyl)-2'-(dimethylamino)-[1,1'-biphenyl]-4-sulfonamide N(=[N+]=[N-])CC1CCN(CC1)CCNS(=O)(=O)C1=CC=C(C=C1)C1=C(C=CC=C1)N(C)C